C12(CC1)C(NCC2)=O pyrrolidonespirocyclopropane